C(C)(C)N1N=C2C=CC(=CC2=C1)C1=CC[C@@H](CN1C(=O)OC(C)(C)C)C |r| tert-butyl rac-(3S)-6-(2-isopropylindazol-5-yl)-3-methyl-3,4-dihydro-2H-pyridine-1-carboxylate